myristoyl-N-methyltaurate sodium [Na].C(CCCCCCCCCCCCC)(=O)OS(CCNC)(=O)=O